IC=1[Te]C(=CC1)C1=C(C=CC=C1)C#CC1=CC=C(C=C1)OC 2-iodo-5-(2-(4-methoxyphenylethynyl)phenyl)tellurophene